Methyl 4-[4-benzyloxy-5,7-difluoro-1-(4-fluorophenyl)-2-tetrahydropyran-4-yl-indol-3-yl]benzoate C(C1=CC=CC=C1)OC1=C2C(=C(N(C2=C(C=C1F)F)C1=CC=C(C=C1)F)C1CCOCC1)C1=CC=C(C(=O)OC)C=C1